(1H-benzo[d][1,2,3]triazol-1-yl)(p-tolyl)methanone N1(N=NC2=C1C=CC=C2)C(=O)C2=CC=C(C=C2)C